(3-chloro-6-(2-cyclopropylethyl)pyrazin-2-yl)piperidine-4-carboxylic acid ethyl ester C(C)OC(=O)C1CCN(CC1)C1=NC(=CN=C1Cl)CCC1CC1